O=C(CN1CCC(CC1)OC1=C2C=CC(=NC2=CC=C1)C#N)N1[C@@H](C[C@@H](C1)F)C#N 5-[[1-[2-oxo-2-[(2S,4S)-2-cyano-4-fluoro-pyrrolidin-1-yl]ethyl]-4-piperidyl]oxy]quinoline-2-carbonitrile